N-[(6-chloropyridin-3-yl)methyl]pyridine-2-amine ClC1=CC=C(C=N1)CNC1=NC=CC=C1